3,4-difluoro-N-[[1-[(1R)-3-(hydroxyamino)-1-(1H-indol-3-ylmethyl)-3-oxo-propyl]triazol-4-yl]methyl]-N-isobutyl-benzamide FC=1C=C(C(=O)N(CC(C)C)CC=2N=NN(C2)[C@@H](CC(=O)NO)CC2=CNC3=CC=CC=C23)C=CC1F